N1(CCC1)C(=O)C=1C=NNC1 azetidin-1-yl-(1H-pyrazol-4-yl)methanone